COC(=O)C=1N(N=C(C1)C=O)C.C(=CC)C=CC1=CC=CC=C1 propenyl-styrene methyl-5-formyl-2-methylpyrazole-3-carboxylate